tert-butyl (S)-2-(1-amino-5-carbamoyl-4-(4-((4-isopropylpyridin-2-yl)carbamoyl)phenyl)-1H-imidazol-2-yl)piperidine-1-carboxylate NN1C(=NC(=C1C(N)=O)C1=CC=C(C=C1)C(NC1=NC=CC(=C1)C(C)C)=O)[C@H]1N(CCCC1)C(=O)OC(C)(C)C